OCCN(CCO)C1=NC(=CC=C1)C 2-[2-hydroxyethyl-(6-methylpyridin-2-yl)amino]ethanol